CON1C(C2(CN(CC2)C(=O)OC(C)(C)C)C2=C3C(=NC=C21)N(C=C3C=3C=C2C=NN(C2=CC3)C)S(=O)(=O)C3=CC=CC=C3)=O tert-Butyl 6-methoxy-1-(1-methyl-1H-indazol-5-yl)-7-oxo-3-(phenylsulfonyl)-6,7-dihydro-3H-spiro[dipyrrolo[2,3-b:3',2'-d]pyridine-8,3'-pyrrolidine]-1'-carboxylate